4-{[(5-amino-2-methoxy-3-phenylpyridin-4-yl)amino]methyl}benzene-1-sulfonamide NC=1C(=C(C(=NC1)OC)C1=CC=CC=C1)NCC1=CC=C(C=C1)S(=O)(=O)N